(2R,3S)-2,3-diaminosuccinic acid N[C@@H](C(=O)O)[C@@H](C(=O)O)N